C1([C@H](O)[C@@H](O)[C@H](O)CO1)[C@]([C@H](C=O)O)(O)[C@@H](O)[C@H](O)CO 3-xylosyl-galactose